[Na].FC(C1(OC(C(O1)(F)C(C(C(C(C(C(F)F)(F)F)(F)F)(F)F)(F)F)(F)F)(F)F)C(C(C(C(C(C(F)F)(F)F)(F)F)(F)F)(F)F)(F)F)(O)F 2-(difluorohydroxymethyl)-2,4-bis(1,1,2,2,3,3,4,4,5,5,6,6-dodecafluorohexyl)-4,5,5-trifluoro-1,3-dioxolane sodium salt